6-(6-ethoxypyridin-3-yl)-N-((4-methyl-1H-imidazol-5-yl)methoxy)pyrazine-2-carboxamide C(C)OC1=CC=C(C=N1)C1=CN=CC(=N1)C(=O)NOCC1=C(N=CN1)C